O=C1OCCC1 oxooxolane